C(C1=CC=CC=C1)OC(NCCOCCOCCOCCOCC#C)=O 3,6,9,12-tetraoxapentadec-14-yn-1-yl-carbamic acid benzyl ester